CC1=C2C=CC=NC2=CC=C1/C=C/C(=O)OCC Ethyl (E)-3-(5-methylquinolin-6-yl)acrylate